N1(CCNCCC1)C1=C(C=C(CNC(=O)NC=2SC=C(N2)C(C)(C)C2=CC=C(C=C2)Br)C=C1)F 1-(4-(1,4-diazepan-1-yl)-3-fluorobenzyl)-3-(4-(2-(4-bromophenyl)propan-2-yl)thiazol-2-yl)urea